2-ethyl-1-oxo-1,2,3,4-tetrahydroisoquinoline C(C)N1C(C2=CC=CC=C2CC1)=O